1-CARBOXYLMETHYL-1H-PYRAZOL-4-YLBORONIC ACID C(=O)(O)CN1N=CC(=C1)B(O)O